7-bromo-3-methyl-4-fluoro-1,5-naphthyridin-2(1H)-one BrC1=CN=C2C(=C(C(NC2=C1)=O)C)F